pyrrolo[1,2-a]quinoxalin-7-amine C1=CC=C2N1C1=CC=C(C=C1N=C2)N